C(C1=CC=CC=C1)S(=O)(=O)[O-].C(CCCCCCCCCCCCCCC)CCCCCCCCCCCCCCCCCC[NH+](C)C cetylstearyl-dimethyl-ammonium toluenesulfonate